(6-(1H-imidazol-1-yl)-2-(methylamino)pyridin-3-yl)-5-methyl-3-phenylisoxazole-4-carboxamide N1(C=NC=C1)C1=CC=C(C(=N1)NC)NC(=O)C=1C(=NOC1C)C1=CC=CC=C1